((6-(difluoromethoxy)-2-(3'-(5-fluoro-6-(pyrrolidin-1-ylmethyl)pyridin-3-yl)-2'-(fluoromethyl)-2-methyl-[1,1'-biphenyl]-3-yl)benzo[d]oxazol-5-yl)methyl)-L-proline FC(OC1=CC2=C(N=C(O2)C=2C(=C(C=CC2)C2=C(C(=CC=C2)C=2C=NC(=C(C2)F)CN2CCCC2)CF)C)C=C1CN1[C@@H](CCC1)C(=O)O)F